(1-(4-(2,3-dihydrobenzo[b][1,4]dioxin-6-yl)phenyl)-1H-1,2,3-triazol-4-yl)benzoic acid O1C2=C(OCC1)C=C(C=C2)C2=CC=C(C=C2)N2N=NC(=C2)C2=C(C(=O)O)C=CC=C2